1-chloro-8-(3-(methoxymethyl)piperazin-1-yl)-N-(3-methyloxetan-3-yl)-3-(5-(trifluoromethyl)-1,3,4-thiadiazol-2-yl)imidazo[1,5-a]pyridine-6-sulfonamide ClC=1N=C(N2C1C(=CC(=C2)S(=O)(=O)NC2(COC2)C)N2CC(NCC2)COC)C=2SC(=NN2)C(F)(F)F